[C@H]12NC[C@@H]([C@H](C1)C(=O)OC(C)(C)C)C2 |&1:4| tert-Butyl (1R,4R,SR)-2-azabicyclo[2.2.1]heptane-5-carboxylate